CC1(OC(=CC1O)C)O 2,5-dimethylfurandiol